N,N-bis(3-methoxybenzyl)-3-((2-(2-(3-methoxybenzyloxy)ethoxy)ethoxy)methyl)aniline COC=1C=C(CN(C2=CC(=CC=C2)COCCOCCOCC2=CC(=CC=C2)OC)CC2=CC(=CC=C2)OC)C=CC1